2-amino-N-[(1S,2S)-2-({4-[1-(1-methylpiperidin-4-yl)-1H-indol-5-yl]phenyl}methoxy)cyclopentyl]-5-(1-methyl-1H-pyrazol-4-yl)pyridine-3-carboxamide NC1=NC=C(C=C1C(=O)N[C@@H]1[C@H](CCC1)OCC1=CC=C(C=C1)C=1C=C2C=CN(C2=CC1)C1CCN(CC1)C)C=1C=NN(C1)C